OC1=C(C=C(C=C1)CCOC(C(=C)C)=O)N1N=C2C(=N1)C=CC=C2 2-[2-hydroxy-5-[2-(methacryloxy)ethyl]phenyl]-2H-benzotriazole